ClC=1N=C(C2=C(N1)C(=CS2)C(C)S(=O)(=O)C)N2[C@@H](COCC2)C (3R)-4-(2-Chloro-7-(1-(methylsulfonyl)ethyl)thieno[3,2-d]pyrimidin-4-yl)-3-methylmorpholine